ClC=1C=NC(=NC1)C(C(C)S(=O)(=O)NC1=NN=C(N1C1=C(C=CC=C1OC)OC)C=1C=NC=C(C1)C)OC 1-(5-chloro-2-pyrimidinyl)-N-(4-(2,6-dimethoxyphenyl)-5-(5-methyl-3-pyridinyl)-4H-1,2,4-triazol-3-yl)-1-methoxy-2-propanesulfonamide